C[C@]12OC(C[C@@H]1[C@]1(CC(CC(C1CC2)(C)C)C)C)=O (3aR,9aS,9bR)-3a,6,6,8,9a-pentamethyldecahydronaphtho[2,1-b]furan-2(1H)-one